phthalic acid di(2-ethyl) ester CCOC(C=1C(C(=O)OCC)=CC=CC1)=O